COC(=O)C=1C=NN(C1)CCOC(F)(F)F 1-(2-(trifluoromethoxy)ethyl)-1H-pyrazole-4-carboxylic acid methyl ester